((2-(6-(6,6-dimethyl-6,7-dihydro-5H-pyrrolo[2,1-c][1,2,4]triazol-3-yl)pyridin-2-yl)-6-(isopropyl(methyl)amino)-1-oxo-2,3-dihydro-1H-pyrrolo[3,4-c]pyridin-4-yl)methyl)(methyl)carbamate CC1(CC2=NN=C(N2C1)C1=CC=CC(=N1)N1CC=2C(=NC(=CC2C1=O)N(C)C(C)C)COC(NC)=O)C